[Cl-].[Cl-].[Cl-].CC1=C(C(=C(C1(C)[Ti+3])C)C)C mono(pentamethyl-cyclopentadienyl)titanium trichloride